CN(CCOC1=CC(=C2CNCC2=C1)F)C 6-(2-(Dimethylamino)ethoxy)-4-fluoroisoindolin